ClC=1C(=C2C=NNC2=C(C1F)NC1CC(C1)(F)F)C=1N=CC=2N(C1)C=C(N2)NC(=O)[C@H]2[C@H](C2)F (1S,2S)-N-(6-(5-chloro-7-((3,3-difluorocyclobutyl)amino)-6-fluoro-1H-indazol-4-yl)imidazo[1,2-a]pyrazin-2-yl)-2-fluorocyclopropane-1-carboxamide